COC=1C=C2C(=NC=NC2=CC1OC)N1CC(C1)CNS(=O)(=O)N (1-(6,7-dimethoxyquinazolin-4-yl)azetidin-3-yl)methylaminosulfonamide